(R,E)-N-(4-((4-(benzo[d]thiazol-6-yloxy)-2-methoxy-5-methylphenyl)amino)-7-methoxy-quinazolin-6-yl)-2-fluoro-3-(1-methylpyrrolidin-2-yl)acrylamide S1C=NC2=C1C=C(C=C2)OC2=CC(=C(C=C2C)NC2=NC=NC1=CC(=C(C=C21)NC(/C(=C\[C@@H]2N(CCC2)C)/F)=O)OC)OC